CC=1C=C(C(=O)OC2=CC(=CC(=C2)C=NC2=CC=C(C=C2)CN(CC)CC)Br)C=CC1 3-bromo-5-((4-((dieth-ylamino)methyl)phenylimino)methyl)phenyl 3-methylbenzoate